C(C)(C)(C)OC(=O)N1CC(CCC1)C(=O)C1=CC2=CC=CC=C2C(=C1)C#N 3-(4-Cyanonaphthalene-2-carbonyl)piperidine-1-carboxylic acid tert-butyl ester